1-[(3S)-4-(3-chloro-5-fluoro-phenyl)-3-methyl-piperazin-1-yl]-4-oxazol-4-yl-butane-1,4-dione ClC=1C=C(C=C(C1)F)N1[C@H](CN(CC1)C(CCC(=O)C=1N=COC1)=O)C